4-Methyl-2-[3-[[3-(5-methyl-1,2,4-oxadiazol-3-yl)benzoyl]amino]propanoylamino]thiazole-5-carboxylic acid CC=1N=C(SC1C(=O)O)NC(CCNC(C1=CC(=CC=C1)C1=NOC(=N1)C)=O)=O